(1r,4r)-4-((tert-butyldimethylsilyl)oxy)cyclohexylamine [Si](C)(C)(C(C)(C)C)OC1CCC(CC1)N